isoeugenyl ethyl ether C(C)OC=1C(OC)=CC(C=CC)=CC1